2-phenyl-2-(4,4-bis(4-methoxyphenyl)-1,3-butadienyl)-1,3-dithiane C1(=CC=CC=C1)C1(SCCCS1)C=CC=C(C1=CC=C(C=C1)OC)C1=CC=C(C=C1)OC